CN(C1=NC2=CC(=CC=C2C(N1NC(CC1=CC(=C(C=C1)C(F)(F)F)F)=O)=O)F)C N-(2-Dimethylamino-7-fluoro-4-oxo-4H-quinazolin-3-yl)-2-(3-fluoro-4-trifluoromethyl-phenyl)-acetamide